1-(4-(7-(benzo[b]thiophen-3-yl)-6-chloro-quinazolin-4-yl)piperazin-1-yl)prop-2-en-1-one S1C2=C(C(=C1)C1=C(C=C3C(=NC=NC3=C1)N1CCN(CC1)C(C=C)=O)Cl)C=CC=C2